ClC1=C(C(=CC=C1)F)CC=1NC(N(N1)CCC(F)(F)F)=O 5-[(2-chloro-6-fluorophenyl)methyl]-2-(3,3,3-trifluoropropyl)-2,4-dihydro-3H-1,2,4-triazol-3-one